4-(2-(4-(1-(2,6-Dioxopiperidin-3-yl)-3-methyl-1H-indazol-4-yl)-1H-pyrazol-1-yl)ethyl)piperidine-1-carboxylic acid tert-butyl ester C(C)(C)(C)OC(=O)N1CCC(CC1)CCN1N=CC(=C1)C1=C2C(=NN(C2=CC=C1)C1C(NC(CC1)=O)=O)C